OC(C(=O)OCC)CCC ethyl hydroxypentanoate